COC1=C(C=C2C(=CC(=NC2=C1)C)OCC1=CC=C(C=C1)OC)N1CCN(CC1)C 7-methoxy-4-((4-methoxybenzyl)oxy)-2-methyl-6-(4-methylpiperazin-1-yl)quinoline